CN1C(CCC1)C=1N=C2N(C=C(C=C2)NC(C2=CC=C(C=C2)N2N=CC=C2)=O)C1 N-[2-(1-methylpyrrolidin-2-yl)imidazo[1,2-a]pyridin-6-yl]-4-(1H-pyrazol-1-yl)benzamide